COCC(C)Cl 2-chloropropyl methyl ether